tert-butyl 4-(1-ethoxyvinyl)-1H-pyrrolo[2,3-b]pyridine-1-carboxylate C(C)OC(=C)C1=C2C(=NC=C1)N(C=C2)C(=O)OC(C)(C)C